11,12-dihydrodibenzo[c,g][1,2]diazocine-5-oxide C1=CC=CC=2[N+](=NC3=C(CCC21)C=CC=C3)[O-]